2-(HYDROXYMETHYL)-BUTANOIC ACID OCC(C(=O)O)CC